ClC1=C(C=CC(=C1)Cl)C(=O)C1=C(C=CC=C1)OC (2,4-dichlorophenyl)(2-methoxyphenyl)methanone